(1H-pyrazol-4-yl)-1H-pyrrolo[2,3-c]pyridine hydrochloride Cl.N1N=CC(=C1)N1C=CC=2C1=CN=CC2